4-((4-methylpiperazin-1-yl)methyl)-N-(3-chloro-4-((3-fluoropyridin-2-yl)methoxy)phenyl)-benzamide CN1CCN(CC1)CC1=CC=C(C(=O)NC2=CC(=C(C=C2)OCC2=NC=CC=C2F)Cl)C=C1